[Si](C)(C)(C(C)(C)C)OC[C@@H](C(NC=1SC=C(N1)C1=CC(=CC=C1)C1=CC=NC=C1)=O)NC(OC(C)(C)C)=O (S)-tert-butyl (3-((tert-butyldimethylsilyl)oxy)-1-oxo-1-((4-(3-(pyridin-4-yl)phenyl)thiazol-2-yl)amino)propan-2-yl)carbamate